3-(3-methylbenzylidene)benzofuran-2(3H)-one CC=1C=C(C=C2C(OC3=C2C=CC=C3)=O)C=CC1